(1,3-phenylene)bis(3-aminobenzamide) C1(=CC(=CC=C1)C1=C(C(=O)N)C=CC=C1N)C1=C(C(=O)N)C=CC=C1N